C1(CC1)[C@H](C)N1C(C2=C(C=C(C=C2[C@H]1C)C1=C(N=C(S1)NC(C)=O)C)P(=O)(C)C)=O N-(5-((R)-2-((S)-1-cyclopropylethyl)-7-(dimethylphosphoryl)-3-methyl-1-oxoisoindolin-5-yl)-4-methylthiazol-2-yl)acetamide